CN1CCN2C=3C(=CC=CC13)[C@H]1[C@@H]2CCNC1 (6bR,10aS)-3-methyl-2,3,6b,7,8,9,10,10a-octahydro-1H-pyrido-[3',4':4,5]-pyrrolo[1,2,3-de]quinoxaline